((1-methyl-1H-pyrazol-5-yl)amino)pyrimidin-4-ol CN1N=CC=C1NC1=NC=CC(=N1)O